C(C1=CC=CC=C1)SC1=NC=NC(=C1)Cl 4-(Benzylthio)-6-chloropyrimidine